C(#N)C1=NC2=CC(=CC(=C2N=C1N1C(C(CC1)O)C1=C(C=CC=C1)OC)[C@@H](C)NC1=C(C(=O)O)C=CC=C1)C 2-(((1R)-1-(2-cyano-3-(3-hydroxy-2-(2-methoxyphenyl)pyrrolidin-1-yl)-7-methylquinoxalin-5-yl)ethyl)-amino)benzoic acid